C(C)(C)(C)C(CCCNC([O-])=O)N1C(=NC=2C1=C1C(=NC2)C=CS1)CCCC (tert-butyl 4-(2-butyl-1H-imidazo[4,5-d]thieno[3,2-b]pyridine-1-yl)butyl)carbamate